O1CCC(CC1)N1C(NC=NC1=O)=O 3-(tetrahydro-2H-pyran-4-yl)-1,3,5-triazine-2,4(1H,3H)-dione